(R)-(2-amino-1-(4-(ethylsulfonyl)phenyl)ethyl)carbamic acid tert-butyl ester C(C)(C)(C)OC(N[C@@H](CN)C1=CC=C(C=C1)S(=O)(=O)CC)=O